CC1C=2N(CCN1C(C=C)=O)N=C(C2C2=C1C(=NC=C2)NC=C1C)C1=CC=C(C=C1)C(F)(F)F 1-(4-methyl-3-(3-methyl-1H-pyrrolo[2,3-b]pyridin-4-yl)-2-(4-(trifluoromethyl)phenyl)-6,7-dihydropyrazolo[1,5-a]pyrazin-5(4H)-yl)prop-2-en-1-one